C1(CC1)[C@H](CP(O)(=O)C)C1=CC(=CC=C1)OC(C1=C(C=C(C(=C1)CN(C(C)C)C(C)C)C1=CC(=NC=C1F)OC)C)=O ((S)-2-cyclopropyl-2-(3-((5-((diisopropylamino)methyl)-4-(5-fluoro-2-methoxypyridin-4-yl)-2-methylbenzoyl)oxy)phenyl)ethyl)(methyl)phosphinic acid